[Cl-].[Cl-].C1(=CC=CC=C1)P(C1=CC=CC=C1)C1=CC=CC=C1.C1(=CC=CC=C1)P(C1=CC=CC=C1)C1=CC=CC=C1 bis(triphenylphosphine) dichloride